FC(C(=O)[O-])CCC fluorovalerate